di-Sodium hydrogen phosphate dihydrate O.O.P(=O)(O)([O-])[O-].[Na+].[Na+]